4-chloro-2-[1,5-dimethyl-4-({2-methyl-4-[2-(tetrahydro-2H-pyran-2-yloxy)ethoxy]pyrimidin-5-yl}[4-tert-Butyl-(prop-2-en-1-yloxy)phenyl]carbamoyl)-1H-pyrrol-2-yl]benzoate ClC1=CC(=C(C(=O)[O-])C=C1)C=1N(C(=C(C1)C(N(C1=C(C=C(C=C1)C(C)(C)C)OCC=C)C=1C(=NC(=NC1)C)OCCOC1OCCCC1)=O)C)C